3-(5-(((1S,2S)-2-(((4-methyltetrahydro-2H-pyran-4-yl)methyl)amino)cyclohexyl)oxy)-1-oxoisoindolin-2-yl)piperidine-2,6-dione CC1(CCOCC1)CN[C@@H]1[C@H](CCCC1)OC=1C=C2CN(C(C2=CC1)=O)C1C(NC(CC1)=O)=O